C(C)(C)(C)CCC1=C(C(=CC=C1)C(C)(C)C)O 2,6-di-tert-butyl-ethyl-phenol